COC=1C=NC2=CC(=NC(=C2C1)OC1CCC(CC1)NC=1N=CC2=C(N1)CCN(C2)C)N2CCOCC2 N-[4-[(3-methoxy-7-morpholino-1,6-naphthyridin-5-yl)oxy]cyclohexyl]-6-methyl-7,8-dihydro-5H-pyrido[4,3-d]pyrimidin-2-amine